2-(2-(triethylsilyl)-5-(trifluoromethyl)-1H-indol-3-yl)ethanol C(C)[Si](C=1NC2=CC=C(C=C2C1CCO)C(F)(F)F)(CC)CC